tert-Butyl (2S,3S)-2-amino-3-[(tert-butoxycarbonylamino)methyl]-6-(4,4,5,5-tetramethyl-1,3,2-dioxaborolan-2-yl)hexanoate N[C@H](C(=O)OC(C)(C)C)[C@@H](CCCB1OC(C(O1)(C)C)(C)C)CNC(=O)OC(C)(C)C